1-[(3S*,4R*)-4-(6-fluoro-1-hydroxy-2,3-dihydro-1H-inden-5-yl)-2-oxopyrrolidin-3-yl]-3-(4-fluorophenyl)urea FC1=C(C=C2CCC(C2=C1)O)[C@H]1[C@@H](C(NC1)=O)NC(=O)NC1=CC=C(C=C1)F |o1:11,12|